N=1C=NN2C1C=C(C=C2)OC2=C(C=C(C=C2)NC2=NC=NN1C2=C(C=C1)C1CCN(CC1)C(\C=C\CN1CCN(CC1)C)=O)C (E)-1-(4-(4-((4-([1,2,4]triazolo[1,5-a]pyridin-7-yloxy)-3-methylphenyl)amino)pyrrolo[2,1-f][1,2,4]triazin-5-yl)piperidin-1-yl)-4-(4-methylpiperazin-1-yl)but-2-en-1-one